C1(CCCCC1)NCC1=CC=2C(=NC=CC2C=2C=C3C(=NNC3=CC2)N)N1 5-(2-((cyclohexylamino)methyl)-1H-pyrrolo[2,3-b]pyridine-4-yl)-1H-indazol-3-amine